1-(2-cyclopropyl-5-(2,5-difluoro-3-nitrophenyl)-2H-1,2,3-triazol-4-yl)-N-methylmethanamine C1(CC1)N1N=C(C(=N1)CNC)C1=C(C(=CC(=C1)F)[N+](=O)[O-])F